C(C1=CC=CC=C1)N1C(=NC(=C1)C1=C(C=CC(=C1)F)F)[C@@H](C(C)(C)C)N(C(CCC(=O)[O-])=O)CC(CNC(=O)OC(C)(C)C)CO 2-({(1R)-1-[1-Benzyl-4-(2,5-difluorophenyl)-1H-imidazol-2-yl]-2,2-dimethylpropyl} {3-[(tert-butoxycarbonyl)amino]-2-(hydroxymethyl)propyl} amino)-2-oxoethyl-acetat